(3-chlorophenyl)-6-(piperidine-1-carbonyl)-3,4-dihydroquinolin-2(1H)-one ClC=1C=C(C=CC1)N1C(CCC2=CC(=CC=C12)C(=O)N1CCCCC1)=O